6-benzyl-N-cyclobutyl-N-methylpyridine-2,4-dicarboxamide C(C1=CC=CC=C1)C1=CC(=CC(=N1)C(=O)N(C)C1CCC1)C(=O)N